ethyl (E)-4-acetoxy-2-((5-fluoro-4-(1-fluoroethyl) pyridin-3-yl)methylene)-3-oxobutanoate C(C)(=O)OCC(\C(\C(=O)OCC)=C/C=1C=NC=C(C1C(C)F)F)=O